C1(CC1)C(C)C1=CC=CC=2C(C(OC21)=O)C 7-(1-cyclopropylethyl)-3-methylbenzofuran-2(3H)-one